N1=CC=C(C=C1)CC(C)N (pyridin-4-ylmethyl)ethan-1-amine